(E)-3-(3-(4,6-bis(trifluoromethyl)pyridin-2-yl)-1H-1,2,4-triazol-1-yl)-2-(pyrimidin-5-yl)acrylamide FC(C1=CC(=NC(=C1)C(F)(F)F)C1=NN(C=N1)/C=C(/C(=O)N)\C=1C=NC=NC1)(F)F